tert-butyl 6-[4,5-dichloro-2-(prop-2-en-1-yloxy)benzoyl]-3-azabicyclo[3.1.1]heptane-3-carboxylate ClC1=CC(=C(C(=O)C2C3CN(CC2C3)C(=O)OC(C)(C)C)C=C1Cl)OCC=C